[N+](=O)([O-])C=1C(=C2C(=NC1)C=CS2)N[C@@H]2CC[C@H](CC2)CNC(OC(C)(C)C)=O tert-butyl ({trans-4-[(6-nitrothieno[3,2-b]pyridin-7-yl)amino]cyclohexyl}methyl)carbamate